(S)-quinuclidin-3-yl (6-(3-(difluoromethyl)phenyl)-2,2-dimethyl-1,2,3,4-tetrahydronaphthalen-1-yl)carbamate FC(C=1C=C(C=CC1)C=1C=C2CCC(C(C2=CC1)NC(O[C@@H]1CN2CCC1CC2)=O)(C)C)F